(S)-N-(5-(2-amino-[1,2,4]triazolo[1,5-a]pyridin-6-yl)-2-methylpyridin-3-yl)-3-(pyridin-3-yl)isooxazolidine-2-carboxamide NC1=NN2C(C=CC(=C2)C=2C=C(C(=NC2)C)NC(=O)N2OCC[C@H]2C=2C=NC=CC2)=N1